C(C)(C)(C)OC(=O)N1C[C@H](CC1)C(C(=O)OCC)C(=O)OCC Diethyl 2-((R)-1-tert-butoxycarbonyl-pyrrolidin-3-yl)-malonate